1-(5-(2-(3,4-dimethoxyphenyl)-3-isopropyl-1H-indol-5-yl)-1,3,4-oxadiazole-2-carbonyl)-N,N-diethylpiperidine-3-carboxamide COC=1C=C(C=CC1OC)C=1NC2=CC=C(C=C2C1C(C)C)C1=NN=C(O1)C(=O)N1CC(CCC1)C(=O)N(CC)CC